FC1=CC=C(C=C2C(N(C(S2)=NN=C2C(NC3=CC=C(C=C23)Br)=O)C2=CC=C(C=C2)OC)=O)C=C1 3-(2-(5-(4-fluorobenzylidene)-3-(4-methoxyphenyl)-4-oxothiazolidin-2-ylidene)hydrazono)-5-bromoindol-2-one